BrC1=CC=C2C(=C(C=NC2=C1)[N+](=O)[O-])NCC1(COC(OC1)(C)C)C 7-bromo-3-nitro-N-[(2,2,5-trimethyl-1,3-dioxan-5-yl)methyl]quinolin-4-amine